NC1=C(C=CC(=C1)NCC1=CC=C(C=C1)N)NC(CCCCCC)=O N-(2-Amino-4-((4-aminobenzyl)amino)phenyl)heptanamid